N-(2-((2-(3-methoxyphenoxy)phenyl)amino)-2-oxoethyl)-1-naphthamide COC=1C=C(OC2=C(C=CC=C2)NC(CNC(=O)C2=CC=CC3=CC=CC=C23)=O)C=CC1